BrC1=CC(=C2C(=NC=NN21)N)CN2[C@H]1CC(C[C@@H]2CC1)(F)F 7-bromo-5-(((1R,5s)-3,3-difluoro-8-azabicyclo[3.2.1]octan-8-yl)methyl)pyrrolo[2,1-f][1,2,4]triazin-4-amine